SC1=CC(=C(C(=C1)C(C)(C)C)O)C(C)C 4-mercapto-2-isopropyl-6-t-butylphenol